CC1(CC(C2=C(C1)N1CCC3=CC=CC=C3C1CC21SCCCS1)=O)C 2,3,4,5,6,10b,11,12-octahydro-3,3-dimethyl-spiro[4b-azachrysen-12,2'-[1,3]dithian]-1-on